C(=C)C1=CC=C(CN2N=C(N=N2)CCCCCCCCC=2N=NN(N2)CC2=CC=C(C=C2)C=C)C=C1 5,5'-octamethylenebis[2-(4-vinylbenzyl)-2H-tetrazole]